S1C=CC=2C1=NC1=C(N(C2)C(=O)[O-])C=CC=C1 benzo[b]thieno[2,3-e][1,4]diazepine-5-carboxylate